C(=O)(O)C(CC1=CNC2=CC=CC=C12)NC(CCC(=O)O)=O 4-((1-Carboxy-2-(1H-indol-3-yl)ethyl)amino)-4-oxobutanoic acid